2-AMINO-4-METHYL-PENT-4-ENOIC ACID NC(C(=O)O)CC(=C)C